COC([C@]([C@H](O)C1=CC=C(C=C1)F)(C)F)=O (2r,3r)-2-fluoro-3-(4-fluorophenyl)-3-hydroxy-2-methylpropanoic acid methyl ester